1H-imidazol-1-amine N1(C=NC=C1)N